2-chloro-5-iodo-4-methoxy-7-tosyl-7H-pyrrolo[2,3-d]pyrimidine ClC=1N=C(C2=C(N1)N(C=C2I)S(=O)(=O)C2=CC=C(C)C=C2)OC